CC1(C2=CC=CC=C2C=2C=CC(=CC12)C(=O)O)C (9,9-dimethyl-9H-fluoren-2-yl)carboxylic acid